BIPYRIMIDIN N1=C(N=CC=C1)C1=NC=CC=N1